tert-butyl (5s)-5-[(3-nitrophenyl)sulfonyloxymethyl]-2-oxo-oxazolidine-3-carboxylate [N+](=O)([O-])C=1C=C(C=CC1)S(=O)(=O)OC[C@@H]1CN(C(O1)=O)C(=O)OC(C)(C)C